3-butenediol diacrylate C(C=C)(=O)OC(CC=C)OC(C=C)=O